4,6-di-tertiary butyl-3,4-dimethyl-anisole kalium-lithium [Li].[K].C(C)(C)(C)C1(C(C=C(C(=C1)C(C)(C)C)OC)C)C